COC1=NC(=CC=C1NC(=O)C=1C(=NOC1C)C1=CC=CC=C1)C=1C=NN2N=CC=CC21 N-(2-Methoxy-6-(pyrazolo[1,5-b]pyridazin-3-yl)pyridin-3-yl)-5-methyl-3-phenylisoxazole-4-carboxamide